(5'S,7a'R)-5'-(3,5-difluorophenyl)-1-(2-fluoro-6-methoxy-benzene-1-carbonyl)-tetrahydro-3'H-spiro-[piperidine-4,2'-pyrrolo[2,1-b][1,3]-oxazol]-3'-one FC=1C=C(C=C(C1)F)[C@@H]1CC[C@H]2OC3(C(N21)=O)CCN(CC3)C(=O)C3=C(C=CC=C3OC)F